2-(2-bromoethyl)oxolane BrCCC1OCCC1